2-Azetidin-2-ylmethyl-5-[1-(2-fluoro-6-methyl-phenyl)-piperidin-4-yl]-7-(2-trifluoromethyl-benzyl)-2,4,5,7-tetrahydro-pyrazolo[3,4-d]pyrimidin-6-one N1C(CC1)CN1N=C2N(C(N(CC2=C1)C1CCN(CC1)C1=C(C=CC=C1C)F)=O)CC1=C(C=CC=C1)C(F)(F)F